4-[[2-(2,5-difluorophenyl)acetyl]amino]-N-(4-fluoro-1-bicyclo[2.1.1]hexyl)pyridine-2-carboxamide tert-butyl-4-(5,6-dichloropyridazin-4-yl)piperazine-1-carboxylate C(C)(C)(C)OC(=O)N1CCN(CC1)C1=CN=NC(=C1Cl)Cl.FC1=C(C=C(C=C1)F)CC(=O)NC1=CC(=NC=C1)C(=O)NC12CCC(C1)(C2)F